FC(C1=C(C=CC=C1)C1=CC=CC=C1)(F)F 2-trifluoromethyl-1,1'-biphenyl